ClC1=C(C=CC=C1)CC(=O)NC=1C=C(C2=CN(N=C2C1)CC1=C(C=CC=C1)OC)S(/N=C/N(C)C)(=O)=O (E)-2-(2-chlorophenyl)-N-(4-(N-((dimethylamino)methylene)sulfamoyl)-2-(2-methoxybenzyl)-2H-indazol-6-yl)acetamide